C([2H])([2H])([2H])SC=1C=C(N)C=CC1 3-[(2H3)methylsulfanyl]aniline